Cyclopropyl(9H-fluoren-9-yl)(R)-phenylphosphonate C1(CC1)C=1C(=C(C=CC1)P([O-])([O-])=O)C1C2=CC=CC=C2C=2C=CC=CC12